C1(CC1)NC(C1=C(C(=CC=C1)F)SC1=CC=C2C(=NN(C2=C1)C1OCCCC1)\C=C\C1=NC=C(C=C1)CN(CC)CC)=O N-cyclopropyl-2-[3-[(trans)-2-[5-(diethylaminomethyl)-2-pyridyl]vinyl]-1-Tetrahydropyran-2-yl-indazol-6-yl]sulfanyl-3-fluoro-benzamide